(2r,5s)-3-(4-amino-3-nitrophenethyl)-2-(1-(4-bromophenyl)-3-(4-fluorophenyl)-1H-pyrazol-4-yl)-5-methyl-oxazolidin-4-one NC1=C(C=C(CCN2[C@H](O[C@H](C2=O)C)C=2C(=NN(C2)C2=CC=C(C=C2)Br)C2=CC=C(C=C2)F)C=C1)[N+](=O)[O-]